N1(CCCC1)CC1=C2C(=NC=C1)N(N=C2)C(=O)[O-] 4-(pyrrolidin-1-ylmethyl)-1H-pyrazolo[3,4-b]pyridine-1-carboxylate